C12(CC3CC(CC(C1)C3)C2)C2=NNC(=C2)CN2CCC(CC2)C=2C=C3CN(C(C3=CC2)=O)C2C(NC(CC2)=O)=O 3-(5-(1-((3-((3S,5S)-adamantan-1-yl)-1H-pyrazol-5-yl)methyl)piperidin-4-yl)-1-oxoisoindolin-2-yl)piperidine-2,6-dione